BrC1=CC2=C(N=C(S2)C=CC2=CC=C(C=C2)N2CCOCC2)C=C1 4-(4-(2-(6-bromobenzo[d]thiazol-2-yl)vinyl)phenyl)morpholine